C12(CC3CC(CC(C1)C3)C2)NC2=CC=3C(C1=CC=CC=C1C3C=C2)(C2=CC=CC=C2)C2=CC=CC=C2 (adamantan-1-yl)-N-(9,9-diphenylfluoren-2-yl)amine